NC1=NC=NN2C1=CC=C2[C@]2([C@@H]([C@@H]([C@H](O2)COP(=O)(OC2=CC=CC=C2)N[C@@H](C)C(=O)OCCC(C)(C)C)O)O)C#N 3,3-dimethylbutyl ((((2R,3S,4R,5R)-5-(4-aminopyrrolo[2,1-f][1,2,4]triazin-7-yl)-5-cyano-3,4-dihydroxytetrahydrofuran-2-yl)methoxy)(phenoxy)phosphoryl)-L-alaninate